(R)-5-bromo-2,3-dihydro-1H-inden-1-amine BrC=1C=C2CC[C@H](C2=CC1)N